BrC1=C(C=CC(=C1F)F)NC1=C(C(=O)O)C=C(C(=C1)C(F)(F)F)F 2-((2-Bromo-3,4-difluorophenyl)amino)-5-fluoro-4-(trifluoromethyl)benzoic acid